FC=1N=C(C=2N=CN([C@H]3C[C@H](O)[C@@H](CO)O3)C2N1)N deoxy-2-fluoro-adenosine